4-methyl-phenol CC1=CC=C(C=C1)O